OC1(C(CCC1)N1C(C(=CC2=C1N=C(N=C2)NC2(C(CN(CC2([2H])[2H])S(=O)(=O)C)([2H])[2H])[2H])C([2H])([2H])[2H])=O)C([2H])([2H])[2H] (±)-8-(2-hydroxy-2-(methyl-d3)cyclopentyl)-6-(methyl-d3)-2-((1-(methylsulfonyl)piperidin-4-yl-3,3,4,5,5-d5)-amino)pyrido[2,3-d]pyrimidin-7(8H)-one